ClC1=CC=C(C=2CCC12)C1=NNCC1C1=CC=CC=C1 3-(5-chlorobicyclo[4.2.0]oct-1(6),2,4-trien-2-yl)-4-phenyl-4,5-dihydro-1H-pyrazole